tert-butyl-(2R,5S)-4-(6-chloro-7-(6-fluorobenzofuran-7-yl)-1-(P)-(2-isopropyl-4-methylpyridin-3-yl)-2-oxo-1,2-dihydropyrido[2,3-d]pyrimidin-4-yl)-2,5-dimethylpiperazine C(C)(C)(C)N1[C@@H](CN([C@H](C1)C)C=1C2=C(N(C(N1)=O)C=1C(=NC=CC1C)C(C)C)N=C(C(=C2)Cl)C2=C(C=CC=1C=COC12)F)C